3-(tert-butoxycarbonylamino)-propyl bromide C(C)(C)(C)OC(=O)NCCCBr